C(C)(C)(C)[C@@H]1CC=2C=C3C(=NC2CC1)SC(=C3)C(=O)N[C@H](CC[NH+]3CCC(CC3)N3C=NN=C3)C3=CC=C(C=C3)C3=CNC(C=C3)=O (6S)-6-tert-butyl-N-[(1R)-1-[4-(6-oxo-1H-pyridin-3-yl)phenyl]-3-[4-(1,2,4-triazol-4-yl)piperidin-1-ium-1-yl]propyl]-5,6,7,8-tetrahydrothieno[2,3-b]quinoline-2-carboxamide